(S)-1-(1-(6-chloro-4-isopropyl-2,7-naphthyridin-1-yl)azetidin-2-yl)-N,N-dimethylmethylamine ClC=1C=C2C(=CN=C(C2=CN1)N1[C@@H](CC1)CN(C)C)C(C)C